N-((3R,5S)-5-((1H-1,2,3-triazol-1-yl)methyl)pyrrolidin-3-yl)-5-(5-cyano-2-cyclopropylphenyl)-1,3,4-oxadiazole-2-carboxamide TFA salt OC(=O)C(F)(F)F.N1(N=NC=C1)C[C@@H]1C[C@H](CN1)NC(=O)C=1OC(=NN1)C1=C(C=CC(=C1)C#N)C1CC1